NC1=NC(N(C=C1)C1=CC=C(CCN2CCC(CC2)NC(OC(C)(C)C)=O)C=C1)=O tert-butyl (1-(4-(4-amino-2-oxopyrimidin-1(2H)-yl)phenethyl)piperidin-4-yl)carbamate